benzyl N-[3-[[5-hydroxy-3-piperidyl]oxy]propyl]carbamate OC1CC(CNC1)OCCCNC(OCC1=CC=CC=C1)=O